C(C=C)(=O)OCCC[Si](C)(C)C 3-acryloyloxypropyl-trimethyl-silane